Cl.COC([C@@H](N)[C@H](O)C)=O L-threonine methyl ester hydrochloride salt